FC1=C(C(=C2C=CN(C2=C1)S(=O)(=O)C1=CC=C(C)C=C1)CO)OC1=CC(=C(C=C1)F)C1=NN(C=C1)C1OCCCC1 (6-fluoro-5-(4-fluoro-3-(1-(tetrahydro-2H-pyran-2-yl)-1H-pyrazol-3-yl)phenoxy)-1-tosyl-1H-indol-4-yl)methanol